2-[7-(4-fluoro-2-isopropoxy-phenyl)-4-(trifluoromethylsulfonyloxy)thieno[3,2-c]pyridin-6-yl]-6,7-dihydro-4H-pyrazolo[1,5-a]pyrazine-5-carboxylate FC1=CC(=C(C=C1)C=1C2=C(C(=NC1C1=NN3C(CN(CC3)C(=O)[O-])=C1)OS(=O)(=O)C(F)(F)F)C=CS2)OC(C)C